Br[C@H]1C[C@H](CCC1)Cl (1R,3S)-1-bromo-3-chlorocyclohexane